N-(5-(4-methylpiperazin-1-yl)pyridin-2-yl)-4-(6-phenyl-imidazo[1,2-a]pyridin-3-yl)pyrimidin-2-amine CN1CCN(CC1)C=1C=CC(=NC1)NC1=NC=CC(=N1)C1=CN=C2N1C=C(C=C2)C2=CC=CC=C2